(3,3-bis(benzofuran-2-yl)allyl)-3-(4-phenylbenzoylmethyl)-2-methylbenzimidazole bromide salt [Br-].O1C(=CC2=C1C=CC=C2)C(=CCC2=CC=CC=1N=C(N(C12)CC(C1=CC=C(C=C1)C1=CC=CC=C1)=O)C)C=1OC2=C(C1)C=CC=C2